BrC1=C(C=CC2=C1C=C(O2)C(=O)O)N2CCN(CC2)S(=O)(=O)C2=C(C(=CC=C2)Cl)Cl 4-bromo-5-[4-(2,3-dichloro-benzenesulfonyl)-piperazin-1-yl]-benzofuran-2-carboxylic acid